terbium (III) stearate C(CCCCCCCCCCCCCCCCC)(=O)[O-].[Tb+3].C(CCCCCCCCCCCCCCCCC)(=O)[O-].C(CCCCCCCCCCCCCCCCC)(=O)[O-]